3-(3-(4-Fluorophenyl)-5-(hydroxymethyl)-1H-pyrazol-1-yl)butan-2-ol FC1=CC=C(C=C1)C1=NN(C(=C1)CO)C(C(C)O)C